O([C@H]1[C@H](O)[C@H](O)[C@@H](O)[C@@H](O1)C)CC1=CCC(C=C1)=O 1-4-oxo-benzyl α-L-rhamnopyranoside